3-Methoxy-N,N-dimethyl-4-(4,4,5,5-tetramethyl-1,3,2-dioxaborolan-2-yl)aniline COC=1C=C(N(C)C)C=CC1B1OC(C(O1)(C)C)(C)C